4-[(3-{8-bromo-3-[(trifluoromethyl)sulfanyl]indolizin-2-yl}prop-2-yn-1-yl)amino]-3-chloro-N-methylbenzamide BrC1=CC=CN2C(=C(C=C12)C#CCNC1=C(C=C(C(=O)NC)C=C1)Cl)SC(F)(F)F